FC=1C(=NC=CC1)CNC1=NC=CC2=C1N=C(O2)CCNCCC2=NC1=C(N2CC2=C(C=CC=C2)OC)C=CC=C1 N-((3-fluoropyridin-2-yl)methyl)-2-(2-((2-(1-(2-methoxybenzyl)-1H-benzo[d]imidazol-2-yl)ethyl)amino)ethyl)oxazolo[4,5-c]pyridin-4-amine